(2S)-2-(4-Methylcyclohexyl)-2-{[methyl(propan-2-yl)-carbamoyl]amino}-N-(2-oxospiro[1H-pyrrolo[3,2-c]pyridine-3,4'-oxane]-6-yl)acetamide CC1CCC(CC1)[C@@H](C(=O)NC1=CC2=C(C=N1)C1(CCOCC1)C(N2)=O)NC(N(C(C)C)C)=O